O[C@@H]([C@@H](C(=O)N)NC1CCC2(CNC2=O)CC1)C (2S,3R)-3-hydroxy-2-((1-oxo-2-azaspiro[3.5]nonan-7-yl)amino)butanamide